C(C)(C)(C)C1=CC=C(C=C1)NC1CCC(CC1)N 1-N-(4-(tert-butyl)phenyl)cyclohexane-1,4-diamine